C(CCCCCCCCCCC)[N+](CCCS(=O)(=O)O)(C)C Dodecyldimethyl(3-sulfopropyl)ammonium